IC1[C@@H]2CC[C@H](C1)N2C(=O)OC(C)(C)C tert-butyl (1S,4R)-2-iodo-7-azabicyclo[2.2.1]heptane-7-carboxylate